ClC1=CC(=C(C=C1)C1=NC(=CC=2N=C(N(C(C21)=O)C)C)N2C[C@@H](OCC2)C=2C=NN(C2)C(C)F)F 5-(4-chloro-2-fluorophenyl)-7-((2S)-2-(1-(1-fluoroethyl)-1H-pyrazol-4-yl)-4-morpholinyl)-2,3-dimethylpyrido[4,3-d]pyrimidin-4(3H)-one